N1=C2C=3N=CC=NC3C3=C(C2=NC=C1)N=CC=N3 1,4,5,8,9,12-hexazabenzophenanthrene